[Na].NC=1C(=NC(=C(N1)C1=NC=CC=C1)C=1C=CC=2N(C1)C(=CN2)C)C(=O)NCC2COCC2 amino-6-(3-methylimidazo[1,2-a]pyridin-6-yl)-5-(pyridin-2-yl)-N-((tetrahydrofuran-3-yl)methyl)pyrazine-2-carboxamide sodium